3,3-Di-Methyl-1-butanol CC(CCO)(C)C